N(=[N+]=[N-])CC1=C2CN(CC2=CC=C1)C(=O)[O-] 4-(azidomethyl)isoindoline-2-carboxylate